NC(CCN1/C(/SC=C1)=N/C(=O)C1=CNC2=NC=CC=C21)C (Z)-N-(3-(3-aminobutyl)thiazol-2(3H)-ylidene)-1H-pyrrolo[2,3-b]pyridine-3-carboxamide